4,4-di(4-fluorophenyl)butyric acid FC1=CC=C(C=C1)C(CCC(=O)O)C1=CC=C(C=C1)F